CC1=CC=C(C=C1)[S+]1C=2C=CC=CC2CC2=CC=CC=C12 10-(4-methylphenyl)-9H-thioxanthenium